N=1ON=C2C1COC2=O 6H-furo[3,4-c][1,2,5]oxadiazol-4-one